N[C@H]1CN(C[C@H](C1)C)C1=C(C=C(C(=N1)NC=1C=C2C=C(C(N(C2=CC1)C)=O)OCC(=O)NC)Cl)C#N 2-((6-((6-((3R,5S)-3-amino-5-methylpiperidin-1-yl)-3-chloro-5-cyanopyridin-2-yl)amino)-1-methyl-2-oxo-1,2-dihydroquinolin-3-yl)oxy)-N-methylacetamide